tri-tert-butylvanadium C(C)(C)(C)[V](C(C)(C)C)C(C)(C)C